2-(pyridin-4-yl)benzoselenazol N1=CC=C(C=C1)C=1[Se]C2=C(N1)C=CC=C2